NC1=C(C=C(C=N1)C=1C=C2N(N1)CC[C@]21CN(CC1)C(=O)NC(C)(C)C1=CC=C(C=C1)F)OC(F)(F)F |r| (rac)-2'-[6-amino-5-(trifluoromethoxy)pyridin-3-yl]-N-[2-(4-fluorophenyl)propan-2-yl]-5',6'-dihydrospiro[pyrrolidine-3,4'-pyrrolo[1,2-b]pyrazole]-1-carboxamide